palladium-nickel-copper [Cu].[Ni].[Pd]